COC=1C=NC=CC1CN1C=CC=C1 ((3-methoxypyridin-4-yl)methyl)-1H-pyrrole